CS(=O)(=O)OC1=CC(=C(C(=C1)C=CC1=CC(=C(C=C1)NS(=O)(=O)C)OC)CC=C(C)C)OC 3-methoxy-5-(3-methoxy-4-(methylsulfonamido)styryl)-4-(3-methylbut-2-en-1-yl)phenyl methanesulfonate